FC(C(=O)O)(F)F.BrC1=CC=C(C=C1)S(=O)(=O)OCCCOC1=C(C=C(C=C1)CNC(=N)N)Br 3-(2-Bromo-4-(guanidinomethyl)phenoxy)propyl 4-bromobenzenesulfonate, trifluoroacetate salt